1,8-diazabicyclo(7.5.0)tetradecene N12C=CCCCCNC2CCCCC1